tert-butyl 4-(4-(4-(3-(dimethylamino)propylamino)-6,7-dimethoxyquinolin-2-yl)phenyl)piperazine-1-carboxylate CN(CCCNC1=CC(=NC2=CC(=C(C=C12)OC)OC)C1=CC=C(C=C1)N1CCN(CC1)C(=O)OC(C)(C)C)C